ClC1=CC(=C2C(=N1)NC=C2)N2CC1=C(N=CN=C1C1CCN(CC1)C(=O)OC)C[C@H]2C methyl 4-[(7R)-6-{6-chloro-1H-pyrrolo[2,3-b]pyridin-4-yl}-7-methyl-5H,6H,7H,8H-pyrido[4,3-d]pyrimidin-4-yl]piperidine-1-carboxylate